Cl.FC(N1N=C(C=C1)N)F 1-(difluoromethyl)pyrazol-3-amine hydrochloride